C(#N)C1=CC(=C(C(=O)NC2=C(C=CC(=C2)C(NC2=C(C=C(C=C2Br)C(C(C(F)(F)F)(F)F)(C(F)(F)F)F)Br)=O)C#N)C=C1)C 4-cyano-N-[2-cyano-5-[[2,6-dibromo-4-[1,2,2,3,3,3-hexafluoro-1-(trifluorometh-yl)propyl]phenyl]carbamoyl]phenyl]-2-methyl-benzamide